ClC=1C=C(C(=O)NCC2=NC=C3C=CC(=NC3=C2)C2=NC(=CC=C2)N2C[C@@H](O[C@@H](C2)C)C)C=C(C1)C(C)O 3-chloro-N-((2-(6-((cis)-2,6-dimethylmorpholino)pyridin-2-yl)-1,6-naphthyridin-7-yl)methyl)-5-(1-hydroxyethyl)benzamide